CN1CC(C1)C=1C=CC(=C(C#N)C1)N1C=NC(=C1)C1=NC(=NC=C1C(F)(F)F)NC1CCN(CC1)S(=O)(=O)C 5-(1-Methylazetidin-3-yl)-2-(4-(2-((1-(methylsulfonyl)piperidin-4-yl)amino)-5-(trifluoromethyl)pyrimidin-4-yl)-1H-imidazol-1-yl)benzonitrile